1,1,1,3,3,3-hexafluoropropan-2-yl 1-(4-chlorobenzyl)-1,8-diazaspiro[4.5]decane-8-carboxylate ClC1=CC=C(CN2CCCC23CCN(CC3)C(=O)OC(C(F)(F)F)C(F)(F)F)C=C1